FC(S(=O)(=O)[O-])(F)F.C(C1=CC=CC=C1)[S+](C)C benzyl-dimethyl-sulfonium trifluoromethanesulfonate